1,2-HEXANDIOL C(C(CCCC)O)O